C(C)(C)C=1N=C(C2=CC3=C(C=C2C1C1=CC=CC2=CC=CC=C12)C=NN3)N=S(=O)(C)C ((6-isopropyl-5-(naphthalen-1-yl)-1H-pyrazolo[4,3-g]isoquinolin-8-yl)imino)dimethyl-λ6-sulfanone